tridecyl-4-hydroxy-3,5-di-tert-butylbenzyl-mercaptoacetate C(CCCCCCCCCCCC)OC(C(S)CC1=CC(=C(C(=C1)C(C)(C)C)O)C(C)(C)C)=O